4-chlorobenzyl (4-(isothiazol-5-ylmethyl)phenyl)carbamate S1N=CC=C1CC1=CC=C(C=C1)NC(OCC1=CC=C(C=C1)Cl)=O